C(C)(C)(C)OC(=O)NCCC(C(=O)OC)O[Si](C)(C)C(C)(C)C Methyl 4-((tert-butoxycarbonyl)amino)-2-((tertbutyldimethylsilyl)oxy)butanoate